FC=1C=CC(=C(C1)C1=NN=C(O1)[C@H]1C([C@@H]1C1=CC=C(C=C1)S(=O)(=O)N)(C)C)C(F)(F)F 4-[(1R,3R)-3-{5-[5-fluoro-2-(trifluoromethyl)phenyl]-1,3,4-oxadiazol-2-yl}-2,2-dimethylcyclopropyl]benzenesulfonamide